1-(2-Oxo-1,2-dihydropyrrolo[2,3,4-ij]isoquinolin-6-yl)-5-trifluoromethyl-N-(2-trifluoromethylpyridin-4-yl)-1H-pyrazole-4-carboxamide O=C1NC=2C=CC(=C3C=CN=C1C23)N2N=CC(=C2C(F)(F)F)C(=O)NC2=CC(=NC=C2)C(F)(F)F